aluminum bis(pentafluoroethane sulfonyl)imide [N-](S(=O)(=O)C(F)(F)C(F)(F)F)S(=O)(=O)C(F)(F)C(F)(F)F.[Al+3].[N-](S(=O)(=O)C(F)(F)C(F)(F)F)S(=O)(=O)C(F)(F)C(F)(F)F.[N-](S(=O)(=O)C(F)(F)C(F)(F)F)S(=O)(=O)C(F)(F)C(F)(F)F